CC=1C=C2C(C(NC2=CC1)=O)=NN=C1SCC(N1C1=CC(=CC=C1)OC)=O 5-methyl-3-(2-(3-(3-methoxyphenyl)-4-oxothiazolidin-2-ylidene)hydrazono)-1H-indol-2-one